(rac)-(2s,4s)-8-methyl-2-(2-(4-(trifluoromethyl)phenyl)-8-azaspiro[4.5]decane-8-carbonyl)-7-oxa-5-azaspiro[3.4]octan-6-one C[C@H]1OC(NC12CC(C2)C(=O)N2CCC1(CC[C@@H](C1)C1=CC=C(C=C1)C(F)(F)F)CC2)=O |&1:1|